C(C)(C)OC(NC1=CC(=C(C=C1)OCC)C(NC(C)C1=CC(=CC=C1)C=1SC=CN1)=O)=O 4-ethoxy-3-((1-(3-(thiazol-2-yl)phenyl)ethyl)carbamoyl)phenylcarbamic acid isopropyl ester